[Na].C(C)OS(=N)OCC diethoxysulfimide sodium